4-[1-(2,2-difluoroethyl)-7-[4-(4-methylpiperazin-1-yl)anilino]-2-oxo-4H-pyrimido[4,5-d]pyrimidin-3-yl]-8-methoxy-3,4-dihydro-2H-quinoline-1-carboxylic acid tert-butyl ester C(C)(C)(C)OC(=O)N1CCC(C2=CC=CC(=C12)OC)N1C(N(C2=NC(=NC=C2C1)NC1=CC=C(C=C1)N1CCN(CC1)C)CC(F)F)=O